tert-butyl 4-(6-chloro-4-(methoxymethyl)pyridin-2-yl)piperazine-1-carboxylate ClC1=CC(=CC(=N1)N1CCN(CC1)C(=O)OC(C)(C)C)COC